FC=1C=C(C=CC1N1C2=NC(=NC=C2N=C1C(C)C)C1=CC(=CC=C1)C(F)(F)F)O 3-Fluoro-4-[8-(propan-2-yl)-2-[3-(trifluoromethyl)phenyl]-9H-purin-9-yl]phenol